5-(1-methyl-1H-pyrrolo[2,3-b]pyridin-4-yl)-8-((5-morpholinopyridin-2-yl)amino)-2,6-naphthyridin-1(2H)-one CN1C=CC=2C1=NC=CC2C2=C1C=CNC(C1=C(C=N2)NC2=NC=C(C=C2)N2CCOCC2)=O